FC=1C=C(C=CC1)C=1N=C(SC1C(=O)NC=1C=C2CCC(NC2=CC1)=O)N1CC(C1)O 4-(3-fluorophenyl)-2-(3-hydroxyazetidin-1-yl)-N-(2-oxo-3,4-dihydro-1H-quinolin-6-yl)thiazole-5-carboxamide